methyl 2-(3-bromophenyl)-7-((tert-butyldimethylsilyl) oxy)-2,6,6-trimethyl-heptanoate BrC=1C=C(C=CC1)C(C(=O)OC)(CCCC(CO[Si](C)(C)C(C)(C)C)(C)C)C